4-(sec-Butyl)-N2-(2-(1-(cyclopropylsulfonyl)-1H-pyrazol-4-yl)pyrimidin-4-yl)-5-((1-isopropyl-1H-pyrazol-4-yl)ethynyl)pyridine-2,4-diamine C(C)(CC)C1(CC(=NC=C1C#CC=1C=NN(C1)C(C)C)NC1=NC(=NC=C1)C=1C=NN(C1)S(=O)(=O)C1CC1)N